C(C)N(C=N)C N-ethyl-N-methylFormamidine